tert-butyl 4-amino-4-phenylpiperidine-1-carboxylate NC1(CCN(CC1)C(=O)OC(C)(C)C)C1=CC=CC=C1